sulfonium difluorosulfonium F[SH+]F.[SH3+]